2-benzyl-N-(5,6-difluoro-1H-indol-3-yl)-1,3-thiazole-4-carboxamide C(C1=CC=CC=C1)C=1SC=C(N1)C(=O)NC1=CNC2=CC(=C(C=C12)F)F